6-(1-methyl-1H-pyrazol-4-yl)-4-(6-(4-propionylpiperazin-1-yl)pyridin-3-yl)pyrazolo[1,5-a]pyridine-3-carbonitrile CN1N=CC(=C1)C=1C=C(C=2N(C1)N=CC2C#N)C=2C=NC(=CC2)N2CCN(CC2)C(CC)=O